Methyl 1-[1-methyl-3-({[(2-methylpyridin-4-yl)methyl][(3s)-1-(pyridin-3-yl)piperidin-3-yl]amino}methyl)-4-oxo-1,4-dihydroquinolin-7-yl]piperidine-4-carboxylate CN1C=C(C(C2=CC=C(C=C12)N1CCC(CC1)C(=O)OC)=O)CN([C@@H]1CN(CCC1)C=1C=NC=CC1)CC1=CC(=NC=C1)C